C(C)(=O)N1[C@H](CCC2=CC(=CC=C12)C1=CC=C(CN(C(OC(C)(C)C)=O)CC2=C(C=3N=C(N=C(C3S2)N2CCOCC2)C=2C=NC(=NC2)N)C)C=C1)C tert-Butyl (S)-(4-(1-acetyl-2-methyl-1,2,3,4-tetrahydro-quinolin-6-yl)benzyl)((2-(2-aminopyrimidin-5-yl)-7-methyl-4-morpholinothieno[3,2-d]pyrimidin-6-yl)methyl)carbamate